BrC1=CC=C2CC/C(/C2=C1)=N\OCC1=C(C=CC=C1C)\C(\C(=O)OC)=N/OC methyl (2E)-2-[2-[[(E)-(6-bromoindan-1-ylidene)amino]oxymethyl]-3-methyl-phenyl]-2-methoxyimino-acetate